3-Chloro-4-cyanophenyl 3-deoxy-3-[4-(3,4,5-trifluorophenyl)-1H-1,2,3-triazol-1-yl]-1-thio-α-D-galactopyranoside FC=1C=C(C=C(C1F)F)C=1N=NN(C1)[C@@H]1[C@H]([C@@H](SC2=CC(=C(C=C2)C#N)Cl)O[C@@H]([C@@H]1O)CO)O